5-ethylsulfonyl-1-methyl-2-pyrimidin-2-yl-imidazole-4-carboxylic acid C(C)S(=O)(=O)C1=C(N=C(N1C)C1=NC=CC=N1)C(=O)O